BrC=1C=C(C=CC1F)N1N=CC(=C1)CO [1-(3-bromo-4-fluorophenyl)pyrazol-4-yl]methanol